1-(2-bromo-6-fluorophenyl)ethan-1-one BrC1=C(C(=CC=C1)F)C(C)=O